S1C(=CC=C1)C=CC=O 3-(2-thienyl)-2-propenal